8-bromo-N-(propan-2-yl)-1-[trans-4-(pyridin-2-yloxy)cyclohexyl]-5,6-dihydro-4H-[1,2,4]Triazolo[4,3-a][1]Benzazepin-5-amine BrC=1C=CC2=C(CC(CC=3N2C(=NN3)[C@@H]3CC[C@H](CC3)OC3=NC=CC=C3)NC(C)C)C1